diphenol dihydrochloride Cl.Cl.C1(=CC=CC=C1)O.C1(=CC=CC=C1)O